C[C@](N)(C(C)C)C(=O)O c-α-methyl-valine